BrC1=CN=C2N1C=C(C=C2)C=2OC(=NN2)C 2-(3-bromoimidazo[1,2-a]pyridin-6-yl)-5-methyl-1,3,4-oxadiazole